CC1=C(C=CC(=C1)C)C1=NC(=NC(=N1)C1=C(C=C(C=C1)C)C)C1=C(C=C(C(=C1)C(C)(C)C1=CC=CC=C1)OCC(COCCCCCCCCCC)O)O 2,4-bis(2,4-dimethylphenyl)-6-[2-hydroxy-4-(3-decyloxy-2-hydroxypropoxy)-5-α-cumylphenyl]-s-triazine